(2S)-4-(7-(2-((tert-butoxycarbonyl)amino)-7-fluorobenzo[d]thiazol-4-yl)-6-chloro-3-cyano-8-Fluoroquinolin-4-yl)-2-(cyanomethyl)piperazine-1-carboxylate C(C)(C)(C)OC(=O)NC=1SC2=C(N1)C(=CC=C2F)C2=C(C=C1C(=C(C=NC1=C2F)C#N)N2C[C@@H](N(CC2)C(=O)[O-])CC#N)Cl